2-(3-(4-((1H-pyrazol-3-yl)-amino)-7-chloro-6-ethoxyquinazolin-2-yl)phenoxy)-N-(tert-butyl)acetamide bis-trifluoroacetic acid salt FC(C(=O)O)(F)F.FC(C(=O)O)(F)F.N1N=C(C=C1)NC1=NC(=NC2=CC(=C(C=C12)OCC)Cl)C=1C=C(OCC(=O)NC(C)(C)C)C=CC1